(7S,9aR)-7-(3-chloro-4-fluoro-phenyl)-1,2,3,4,6,8,9,9a-octahydropyrido[1,2-a]pyrazin-7-ol ClC=1C=C(C=CC1F)[C@]1(CC[C@H]2N(CCNC2)C1)O